ClC=1C=C2C(=NC1)SC=N2 6-Chloro-thiazolo[5,4-b]pyridin